6-methylpyrimidine-4-carbaldehyde CC1=CC(=NC=N1)C=O